diphenylcyclohexen-3-amine C1(=CC=CC=C1)C1=C(CCCC1N)C1=CC=CC=C1